NC1=NC(=NC(=C1F)C=1N=NN(C1)CC1=NN(C=C1)CC)C=1C(=C(C#N)C=CC1)C (4-amino-6-(1-((1-ethyl-1H-pyrazol-3-yl)methyl)-1H-1,2,3-triazole-4-yl)-5-fluoropyrimidine-2-yl)-2-methylbenzonitrile